BrCCOCCOCCOCCOCCOCCOCCOCCOCCNC(=O)OC(C)(C)C tert-butyl [(26-bromo-3,6,9,12,15,18,21,24-octaoxahexacosan-1-yl)amino]carboxylate